C1(=CC=CC=C1)C(C)=O phenyl-ethanone